(4-(2-(3,4-Dimethoxyphenyl)-1-methyl-1H-pyrrolo[3,2-b]pyridin-6-yl)phenyl)(4-isopropylpiperazin-1-yl)methanone COC=1C=C(C=CC1OC)C1=CC2=NC=C(C=C2N1C)C1=CC=C(C=C1)C(=O)N1CCN(CC1)C(C)C